Cl.N1CCC(CC1)OC1=C2C=CN=CC2=CC=C1 5-(piperidin-4-yloxy)isoquinoline hydrochloride